S(=O)(=O)(ON1[C@@H]2CC[C@H](N(C1=O)C2)C(NC(C2=NC=C(C=C2)C(F)(F)F)=O)=N)[O-].[Na+] Sodium (2S,5R)-7-oxo-2-(N-(5-(trifluoromethyl) picolinoyl) carbamimidoyl)-1,6-diazabicyclo[3.2.1]octan-6-yl sulfate